Cl.Cl.N[C@@H](COC1=C(C=2C=C(C=NC2C=C1)F)C(=O)OCC1=CC=CC=C1)CC1=NC(=C(C=C1)F)Br Benzyl (R)-6-(2-amino-3-(6-bromo-5-fluoropyridin-2-yl)propoxy)-3-fluoroquinoline-5-carboxylate dihydrochloride